N-Ethyl-4-((5-fluoro-4-(8-fluoroquinolin-6-yl)pyrimidin-2-yl)amino)piperidine-1-sulfonamide C(C)NS(=O)(=O)N1CCC(CC1)NC1=NC=C(C(=N1)C=1C=C2C=CC=NC2=C(C1)F)F